tert-Butyl (2S,4R)-2-(2,5-difluorophenyl)-4-(2,2,2-trifluoro-N-methylacetamido)piperidine-1-carboxylate FC1=C(C=C(C=C1)F)[C@H]1N(CC[C@H](C1)N(C(C(F)(F)F)=O)C)C(=O)OC(C)(C)C